C(C(C)C)N1C(CNCC1)C 4-isobutyl-3-methylpiperazin